4-(2-chloro-4-methoxypyrimidin-5-yl)benzoic acid ClC1=NC=C(C(=N1)OC)C1=CC=C(C(=O)O)C=C1